NC1=C(C=CC2=CC=CC=C12)N=NC=1C=NC(=CC1)C1=C(C=CC=C1)OC(C)C 4-Amino-3-[6-(2-isopropoxyphenyl)pyridin-3-ylazo]naphthalin